ClC1=CC2=C(N(C(N=C2N2[C@H](CN(CC2)C(C=C)=O)C)=O)C2=C(C=C(C=C2C(C)C)CO)C)N=C1C1=C(C=CC=C1)F 6-chloro-7-(2-fluorophenyl)-1-(4-(hydroxymethyl)-2-methyl-6-(2-propanyl)phenyl)-4-((2S)-2-methyl-4-(2-propenoyl)-1-piperazinyl)pyrido[2,3-d]pyrimidin-2(1H)-one